(1-((2,4-dimethylthiazol-5-yl)sulfonyl)pyrrolidin-3-yl)(4-(quinolin-4-yl)piperazin-1-yl)methanone CC=1SC(=C(N1)C)S(=O)(=O)N1CC(CC1)C(=O)N1CCN(CC1)C1=CC=NC2=CC=CC=C12